dipyrrole phosphate P(=O)(O)(O)O.N1C=CC=C1.N1C=CC=C1